BrC(CCCCCCCOC(CCCCCCC\C=C/CCCCCCCC)=O)C oleic acid-8-bromononyl ester